indantriol C1(C(CC2=CC=CC=C12)O)(O)O